4-(3-((7-nitrobenzo[c][1,2,5]oxadiazol-4-yl)amino)propionyl)-3,4-dihydroquinoxalin-2(1H)-one [N+](=O)([O-])C1=CC=C(C=2C1=NON2)NCCC(=O)N2CC(NC1=CC=CC=C21)=O